CC1=CC(=C(C=C1F)C(C)C)O Fluorothymol